C1(CC1)C1=C(C(=NO1)C1=C(C=CC=C1Cl)Cl)CN1C[C@@H](N(CC1)C(=O)OC(C)(C)C)C tert-Butyl (2S)-4-[[5-cyclopropyl-3-(2,6-dichlorophenyl)-1,2-oxazol-4-yl] methyl]-2-methylpiperazine-1-carboxylate